trimethyl-(pentafluoroethyl)silane dicetyl-3,3'-thiodipropionate C(CCCCCCCCCCCCCCC)OC(CCSCCC(=O)OCCCCCCCCCCCCCCCC)=O.C[Si](C(C(F)(F)F)(F)F)(C)C